3-(1-phenylethyl)-N-(2-(pyrrolidin-1-yl)ethyl)pyrazin-2-amine C1(=CC=CC=C1)C(C)C=1C(=NC=CN1)NCCN1CCCC1